3-((2,2-difluoro-1-oxo-7-(trifluoromethylsulfanyl)-2,3-dihydro-1H-inden-4-yl)oxy)-1-methylpiperidin-2-one FC1(C(C2=C(C=CC(=C2C1)OC1C(N(CCC1)C)=O)SC(F)(F)F)=O)F